CN1N=C(C(=C1C)C1(OCC(B1C)(C)C)C)C 1,3,5-trimethyl-4-(tetramethyl-1,3,3-dioxaborolan-2-yl)-1H-pyrazole